C(CCC(=O)C)(=O)CC(C(CC)=O)=O levulinyl-(2,3-pentanedione)